C(=O)O.CN(CC(=O)N)C 2-(dimethylamino)acetamide formate salt